CC=1CC(N(N1)C1=CC=C(C=C1)C(F)(F)F)=O 5-methyl-2-(4-(trifluoromethyl)phenyl)-2,4-dihydro-3H-pyrazol-3-one